[Cl-].C1(CC1)C(=O)N cyclopropylcarboxamide chloride